(R)-1-((6-fluoro-2-(2-methoxy-7-methylquinoxalin-5-yl)thiazolo[5,4-b]pyridin-5-yl)oxy)propan-2-yl (2-(3-hydroxypropyl)pyrimidin-5-yl)carbamate OCCCC1=NC=C(C=N1)NC(O[C@@H](COC1=C(C=C2C(=N1)SC(=N2)C2=C1N=CC(=NC1=CC(=C2)C)OC)F)C)=O